CC(CCOCC=O)CCC=C(C)C [(3,7-dimethyl-6-octen-1-yl)oxy]acetaldehyde